ClC1=CC(=CC2=C1OC1=C2C=CC=C1)N(C1=CC=CC=C1)C1=CC(=CC(=C1)C(C)(C)C)C(C)(C)C 4-chloro-N-(3,5-di-tert-butylphenyl)-N-phenyldibenzo[b,d]furan-2-amine